N-(7-methoxy-2-(piperidin-4-yl)-2H-indazol-5-yl)-6-(trifluoromethyl)pyridine-2-carboxamide hydrochloride Cl.COC1=CC(=CC2=CN(N=C12)C1CCNCC1)NC(=O)C1=NC(=CC=C1)C(F)(F)F